12-[4-[1-(2,6-dioxo-3-piperidyl)-3-methyl-2-oxo-benzimidazol-4-yl]-1-piperidyl]-12-oxo-dodecanoic acid O=C1NC(CCC1N1C(N(C2=C1C=CC=C2C2CCN(CC2)C(CCCCCCCCCCC(=O)O)=O)C)=O)=O